3-((4-((5-(2-aminopyridin-3-yl)isoxazol-3-yl)methyl)benzyl)amino)azepan-2-one NC1=NC=CC=C1C1=CC(=NO1)CC1=CC=C(CNC2C(NCCCC2)=O)C=C1